CN1CCC(CC1)N1N=CC(=C1)C(=O)O 1-(1-methyl-4-piperidyl)pyrazole-4-carboxylic acid